NC1=C2C(=NC=N1)N(N=C2C2=NOC(=C2C2=NC=C(C=N2)OC2CN(C2)C(=O)OC(C)(C)C)C2CC2)C2(CC2)C tert-butyl 3-((2-(3-(4-amino-1-(1-methylcyclopropyl)-1H-pyrazolo[3,4-d]pyrimidin-3-yl)-5-cyclopropylisoxazol-4-yl)pyrimidin-5-yl)oxy)azetidine-1-carboxylate